N-(azetidin-3-ylmethyl)-6-ethylquinoline-8-carboxamide N1CC(C1)CNC(=O)C=1C=C(C=C2C=CC=NC12)CC